4,4,5,6-tetrachlorohexaene ClC(CC=C)(C(CCl)Cl)Cl